ClC1=CC=CC(=N1)CN (6-chloro-2-pyridyl)methanamine